CN(C(/C=C/CC[C@H](C(=O)NC=1C(N(C=CC1)CC1=NC2=C(N1)C(=CC=C2)CC(C)C)=O)CN(C([O-])=O)C)=O)C (S,E)-7-(Dimethylamino)-1-((1-((7-isobutyl-1H-benzo[d]imidazol-2-yl)methyl)-2-oxo-1,2-dihydropyridin-3-yl)amino)-1,7-dioxohept-5-en-2-yl-dimethylcarbamat